5,6-bis(tert-butoxycarbonyl)-bicyclo[2.2.1]hept-2-ene C(C)(C)(C)OC(=O)C1C2C=CC(C1C(=O)OC(C)(C)C)C2